COC(C1=CC(=CC=C1)CC=1C(NC2=CC=C(C=C2C1)C1=CC=C(C=C1)C1=C(C=CC=C1)O)=O)=O 3-((6-(2'-hydroxy-[1,1'-biphenyl]-4-yl)-2-oxo-1,2-dihydro-quinolin-3-yl)methyl)benzoic acid methyl ester